BrC1=CC=CC2=C1CCCO2 5-bromo-3,4-dihydro-2H-1-benzopyran